C(C)(C)(C)OC(=O)N1C[C@@H](C[C@H](C1)O)NC(=O)OCC1=CC=CC=C1.C(CCCCCCCCCCCCCCC)(=O)C[N+](C)(C)CCCN palmitoyl-aminopropyl-trimethyl-ammonium tert-Butyl-(3R,5R)-3-(((benzyloxy)carbonyl)amino)-5-hydroxypiperidine-1-carboxylate